3-((3-Butylheptanoyl) oxy)-2-(((3-butylheptanoyl) oxy)methyl)-2-(((4-(dimethylamino) butanoyl)oxy) methyl)propyl (9Z)-hexadec-9-enoate C(CCCCCCC\C=C/CCCCCC)(=O)OCC(COC(CC(CCCC)CCCC)=O)(COC(CCCN(C)C)=O)COC(CC(CCCC)CCCC)=O